(S)-2-(6-(3-methyl-1H-pyrrolo[2,3-b]pyridin-5-yl)-2-(5-methylpicolyl)-1,2,3,4-tetrahydroisoquinolin-8-yl)pyrrolidine CC1=CNC2=NC=C(C=C21)C=2C=C1CCN(CC1=C(C2)[C@H]2NCCC2)CC2=NC=C(C=C2)C